((2,5-dimethylpiperidin-3-yl)imino)dimethyl-λ6-sulfanone CC1NCC(CC1N=S(=O)(C)C)C